(R)-4-(7-fluoroimidazo[1,2-a]pyridin-3-yl)-7-((5-(3-hydroxy-3-(methoxymeth-yl)piperidin-1-yl)pyridin-2-yl)amino)isoindolin-1-one FC1=CC=2N(C=C1)C(=CN2)C2=C1CNC(C1=C(C=C2)NC2=NC=C(C=C2)N2C[C@](CCC2)(COC)O)=O